S1C(=NC=C1)C=1NC=C(CN1)C(=O)O.O=C1NC(=NS1)[C@H]1NCCOC1 ((R)-3-(5-oxo-4,5-dihydro-1,2,4-thiadiazol-3-yl)morpholine) 2-(thiazol-2-yl)-1,4-dihydropyrimidine-5-carboxylate